C(C)(C)(C)C=1C=C(C=C(C1O)C(C)(C)C)CCC(=O)NNC(CCC1=CC(=C(C(=C1)C(C)(C)C)O)C(C)(C)C)=O N,N'-bis(3-(3,5-di-tert-butyl-4-hydroxyphenyl)propionyl)hydrazine